N-(3-nitro-5-trifluoromethylpyridin-2-yl)benzenesulfonamide [N+](=O)([O-])C=1C(=NC=C(C1)C(F)(F)F)NS(=O)(=O)C1=CC=CC=C1